C1(=CC=CC=C1)C1N(CCNC1)C(=O)C=1C=C2C(=NNC2=CC1)C#CC1=C(C=CC=C1)C1=CC=NC=C1 (2-phenylpiperazin-1-yl)(3-((2-(pyridin-4-yl)phenyl)ethynyl)-1H-indazol-5-yl)methanone